ClC=1C(=C(C(=C(C1)C(C)Cl)OCC)N1CCOCC1)C 4-(3-chloro-5-(1-chloroethyl)-6-ethoxy-2-methylphenyl)morpholine